N1C=NC(=C1)CCO 2-(1H-imidazol-4-yl)ethan-1-ol